trans-4-((3-(2-Cyclopropyloxazol-4-yl)phenyl)((trans-4-(6-(dimethylamino)pyridine-3-yl)cyclohexyl)methyl)carbamoyl)cyclohexyl methylcarbamate CNC(O[C@@H]1CC[C@H](CC1)C(N(C[C@@H]1CC[C@H](CC1)C=1C=NC(=CC1)N(C)C)C1=CC(=CC=C1)C=1N=C(OC1)C1CC1)=O)=O